NC1=C(C=C(CNC(OC(C)(C)C)=O)C=C1C)C(N(C)C)=O tert-butyl (4-amino-3-(dimethylcarbamoyl)-5-methylbenzyl)carbamate